(S)-1-(3-cyano-6-methyl-4-(trifluoromethyl)pyridin-2-yl)-N,2-dimethyl-N-(m-tolyl)pyrrolidine-2-carboxamide C(#N)C=1C(=NC(=CC1C(F)(F)F)C)N1[C@@](CCC1)(C(=O)N(C=1C=C(C=CC1)C)C)C